NC=1SC2=C(C1C(=O)OCC)CCC(C2)(CCOC(F)F)CC2CC2 Ethyl 2-amino-6-(cyclopropylmethyl)-6-[2-(difluoromethoxy)ethyl]-4,5,6,7-tetrahydro-1-benzothiophene-3-carboxylate